C1(CC1)NC(C(C(C[C@H]1C(NCC1)=O)NC([C@H](CC(C)(C)C)NC(=O)[C@@H]1[C@H](C1)C1=CC=CC=C1)=O)=O)=O (1S,2S)-N-((2S)-1-((4-(cyclopropylamino)-3,4-dioxo-1-((S)-2-oxopyrrolidin-3-yl)butan-2-yl)amino)-4,4-dimethyl-1-oxopentan-2-yl)-2-phenylcyclopropane-1-carboxamide